(2Z,7aS)-2-(fluoromethylidene)tetrahydro-1H-pyrrolizin F\C=C/1\C[C@@H]2CCCN2C1